[C@H]1(CCCC2=CC=CC=C12)C(=O)N1CC2(CC1)C(NC(CC2)=O)=O 2-((R)-1,2,3,4-tetrahydronaphthalene-1-carbonyl)-2,7-diazaspiro[4.5]decane-6,8-dione